COC(=O)C1(CCN(CC1)C1=CN=NC(=C1)Cl)C=1C=NN(C1)C.C(CC)(=N)N propaneamidine methyl-1-(6-chloropyridazin-4-yl)-4-(1-methyl-1H-pyrazol-4-yl)piperidine-4-carboxylate